(R)-6-chloro-3-((1-(2-(4-methoxyphenyl)-3,6-dimethyl-4-oxo-4H-chromen-8-yl)ethyl)amino)picolinic acid ClC1=CC=C(C(=N1)C(=O)O)N[C@H](C)C=1C=C(C=C2C(C(=C(OC12)C1=CC=C(C=C1)OC)C)=O)C